FC=1C=C(C#N)C=C(C1)C=1C=C2C=3C(C(C(C3C1)F)(F)F)(CC2(F)F)O 3-fluoro-5-(1,2,2,4,4-pentafluoro-2a-hydroxy-2,2a,3,4-tetrahydro-1H-cyclopenta[cd]inden-6-yl)benzonitrile